methyl trans-2-methyl-5-styrylbenzoate CC1=C(C(=O)OC)C=C(C=C1)\C=C\C1=CC=CC=C1